1-(4-tert-butylphenyl)-4-[4-(diphenylmethoxy)-1-piperidinyl]-1-butanone C(C)(C)(C)C1=CC=C(C=C1)C(CCCN1CCC(CC1)OC(C1=CC=CC=C1)C1=CC=CC=C1)=O